2-(4-methoxyphenyl)([((4-methylphenyl)sulphonyl)oxy]imino)acetonitrile COC1=CC=C(C=C1)C(C#N)=NOS(=O)(=O)C1=CC=C(C=C1)C